ClC1=C(C(=CC=C1)F)C1(CC1)C(=O)NC=1C=CC(=C(C(=O)OC)C1)C=1C=NN(C1)C1CCC1 Methyl 5-({[1-(2-chloro-6-fluorophenyl) cyclopropyl] carbonyl} amino)-2-(1-cyclobutyl-1H-pyrazol-4-yl)benzoate